tris(trimethylsilyl)methylborane C[Si](C)(C)C([Si](C)(C)C)([Si](C)(C)C)B